C1(=CC=CC2=CC=CC=C12)CCC1=CC=CC=C1 1-(1-naphthyl)-2-phenylethane